(5S)-5-(2-fluorophenyl)-2-iodo-6,7-dihydro-5H-pyrrolo[1,2-b][1,2,4]triazole FC1=C(C=CC=C1)[C@@H]1CCC=2N1N=C(N2)I